acrylic acid ethyl ester C(C)OC(C=C)=O